(3S)-N-cyclobutyl-3-({5-cyclopentyl-1-[2-(trifluoromethyl)phenyl]-1H-1,2,4-triazol-3-yl}formamido)-5-(3,3-difluoropiperidin-1-yl)pentanamide C1(CCC1)NC(C[C@H](CCN1CC(CCC1)(F)F)NC(=O)C1=NN(C(=N1)C1CCCC1)C1=C(C=CC=C1)C(F)(F)F)=O